ClC1=NC=C(C(=C1)C1=C(C=NC(=C1)C)C(=O)NC=1SC(=NN1)OCC1=NC=C(C=C1)CO)OC 2'-chloro-N-(5-((5-(hydroxymethyl)pyridin-2-yl)methoxy)-1,3,4-thiadiazol-2-yl)-5'-methoxy-6-methyl-[4,4'-bipyridine]-3-carboxamide